CN(C1CCN(CC1)C(=O)C=1N=C(SC1)NC(=O)C1=C(OC(=C1)C1=CC(=CC=C1)C(F)(F)F)C)C N-(4-(4-(dimethylamino)piperidine-1-carbonyl)thiazol-2-yl)-2-methyl-5-(3-(trifluoromethyl)phenyl)furan-3-carboxamide